FC(C(=O)O)(F)F.FC=1C=C(C=C(C1)F)CC=1C=C2C(=NNC2=CC1)NC(C1=CC=C(C=C1)CN1CCN(CC1)CC1=CC=C(C=C1)NC1C(NC(CC1)=O)=O)=O N-[5-[(3,5-difluorophenyl)methyl]-1H-indazol-3-yl]-4-[[4-[[4-[(2,6-dioxo-3-piperidyl)amino]phenyl]methyl]piperazin-1-yl]methyl]benzamide trifluoroacetate